(2S,3R)-2-hexadecanoylaminohexadecane-1,3-diol C(CCCCCCCCCCCCCCC)(=O)N[C@@H](CO)[C@@H](CCCCCCCCCCCCC)O